para-xylene-d10 C1(=C(C(=C(C(=C1[2H])[2H])C([2H])([2H])[2H])[2H])[2H])C([2H])([2H])[2H]